N,N,N'-Triethyl-1,3-propanediamine C(C)N(CCCNCC)CC